P(=S)([O-])([O-])[O-].[Co+3].CC1=CC=C(C=C1)CCCC(CNCC)=O 4-methyl-alpha-ethylaminobenzenepentanone cobalt thiophosphate